2-methylhexyl-isoxazole-3-carboxamide CC(CC=1C(=NOC1)C(=O)N)CCCC